COC(C1=CN=CC=C1C1=CC(=C(C=C1)OC)I)=O.C12(CC3CC(CC(C1)C3)C2)NCC2=CC=C(CSC3=C1C(N(C(C1=C(C=C3)F)=O)C3C(NC(CC3)=O)=O)=O)C=C2 4-((4-(((adamantan-1-yl)amino)methyl)benzyl)thio)-2-(2,6-dioxopiperidin-3-yl)-7-fluoroisoindoline-1,3-dione methyl-4-(3-iodo-4-methoxyphenyl)nicotinate